FC=1C=C(OCC2=CC=C(C(=O)N(C)C)C=C2)C=CC1C=O 4-((3-Fluoro-4-formylphenoxy)methyl)-N,N-di-methylbenzamide